2-chloro-9-([6-[5-cyclopropyl-3-(trifluoromethyl)pyrazol-1-yl]pyridin-3-yl]methyl)-7H-purin-8-one ClC1=NC=C2NC(N(C2=N1)CC=1C=NC(=CC1)N1N=C(C=C1C1CC1)C(F)(F)F)=O